P(=O)(OC1=C(C(=CC=C1)Br)Br)(OC1=C(C(=CC=C1)Br)Br)OC1=C(C(=CC=C1)Br)Br tri(dibromophenyl) phosphate